tert-butyl 2-[[2-(4-benzyloxy-6-chloro-pyrazolo[3,4-d]pyrimidin-1-yl)-5-fluoro-phenoxy]methyl]pyrrolidine-1-carboxylate C(C1=CC=CC=C1)OC1=C2C(=NC(=N1)Cl)N(N=C2)C2=C(OCC1N(CCC1)C(=O)OC(C)(C)C)C=C(C=C2)F